4-hydroxy-3-(2,2,2-trifluoroethane-1-on-1-yl)-2H-naphtho[1,2-b]pyran OC=1C2=C(OCC1C(C(F)(F)F)=O)C1=CC=CC=C1C=C2